ClC=1C(=CC(=NC1)NC(C)C)C=1C=C2N(CC3(CN(C2=O)CC2=C(C=CC=C2)CO)CN(C3)C)C1 8'-(5-chloro-2-(isopropylamino)pyridin-4-yl)-2'-(2-(hydroxymethyl)benzyl)-1-methyl-2',3'-dihydro-1'H,5'H-spiro[azetidine-3,4'-pyrrolo[1,2-a][1,4]diazepin]-1'-one